1-(7-(6-(4-(dimethylamino)butoxy)pyridin-3-yl)quinoxalin-2-yl)-3-isopropyl-1-methylurea CN(CCCCOC1=CC=C(C=N1)C1=CC=C2N=CC(=NC2=C1)N(C(=O)NC(C)C)C)C